N-(2-(dimethylamino)ethyl)-4-(((3S,4R)-4-(4-fluorophenyl)piperidin-3-yl)methoxy)benzamide CN(CCNC(C1=CC=C(C=C1)OC[C@@H]1CNCC[C@H]1C1=CC=C(C=C1)F)=O)C